FC1=C(OCC2(CCOCC2)O)C(=CC(=C1)B1OC(C(O1)(C)C)(C)C)F 4-{[2,6-difluoro-4-(4,4,5,5-tetramethyl-1,3,2-dioxaborolan-2-yl)phenoxy]methyl}oxan-4-ol